COC=1C=C(C=CC1)C1=NN2C(=NC=3C=CC=CC3C2=N1)[C@@](N)(C)C(=O)N(C)C 2-[2-(3-methoxyphenyl)[1,2,4]triazolo[1,5-c]quinazolin-5-yl]-N,N-dimethyl-D-alaninamide